5-fluoro-2-(((3S,4R)-3-hydroxytetrahydro-2H-pyran-4-yl)amino)-7-(1-isopropylcyclobutyl)pyrrolo[2,1-f][1,2,4]triazine-6-carbonitrile FC=1C(=C(N2N=C(N=CC21)N[C@H]2[C@@H](COCC2)O)C2(CCC2)C(C)C)C#N